C(CCC)C=1C2=C(N=C(N1)CN1N=C(C=3C1=NC=NC3N)C=3C=CC1=C(N=C(O1)N)C3)CCN=C2 butyl-2-((4-amino-3-(2-aminobenzo[d]oxazol-5-yl)-1H-pyrazolo[3,4-d]pyrimidin-1-yl)methyl)-7,8-dihydropyrido[4,3-d]pyrimidine